methyl 6-methyl-7-oxo-1-tosyl-6,7-dihydro-1H-pyrrolo[2,3-c]pyridine-4-carboxylate CN1C(C2=C(C(=C1)C(=O)OC)C=CN2S(=O)(=O)C2=CC=C(C)C=C2)=O